2-hydroxyethyl-methyl-[(3R)-3-[6-(dimethylsulfamoylamino)-3-pyridyl]-3-[[(7S)-7-tert-butyl-5,6,7,8-tetrahydrothiazolo[5,4-b]quinoline-2-carbonyl]amino]propyl]ammonium OCC[NH+](CC[C@@H](NC(=O)C=1SC2=NC=3CC[C@@H](CC3C=C2N1)C(C)(C)C)C=1C=NC(=CC1)NS(N(C)C)(=O)=O)C